NC=1SC(=CN1)CN1CCN(CC1)CC(=O)NC1CCCCC1 2-(4-((2-Aminothiazol-5-yl)methyl)piperazin-1-yl)-N-cyclohexylacetamide